C(=O)[C@@H]1[C@H](C1)C(=O)OCC Ethyl (1S,2S)-2-formylcyclopropane-1-carboxylate